BrC1=NNC2=NC=NC(=C21)N(C(OC(C)(C)C)=O)C(=O)OC(C)(C)C tert-Butyl N-(3-bromo-1H-pyrazolo[3,4-d]pyrimidin-4-yl)-N-tert-butoxycarbonyl-carbamate